ClC=1C=C(C=C(C1)NS(=O)(=O)C)NC(=O)C=1SC(=C(C1)C1=NC=C(C=C1F)C#N)C N-(3-chloro-5-(methylsulfonamido)phenyl)-4-(5-cyano-3-fluoropyridin-2-yl)-5-methylthiophene-2-carboxamide